benzo[d]thiazole-5-sulfonyl chloride S1C=NC2=C1C=CC(=C2)S(=O)(=O)Cl